ClC1=CC=C(C=C1)C=1C=C(C(N(N1)C=1C=NN(C1)C([2H])([2H])[2H])=O)C(=O)N[C@H](CNS(=O)(=O)C1CC1)C (S)-6-(4-chlorophenyl)-N-(1-(cyclopropylsulfonamido)propan-2-yl)-2-(1-(methyl-d3)-1H-pyrazol-4-yl)-3-oxo-2,3-dihydropyridazine-4-carboxamide